1-(3-fluoropyridin-4-yl)-N-(7-methoxy-6-{[2-(pyrrolidin-1-yl)ethoxy]methyl}-1H,2H,3H-cyclopenta[b]quinolin-9-yl)piperidin-4-amine FC=1C=NC=CC1N1CCC(CC1)NC1=C2C(=NC=3C=C(C(=CC13)OC)COCCN1CCCC1)CCC2